ClC=1N=C2C(=NC1[N+](=O)[O-])OC(=C2)C(C)C 2-chloro-6-isopropyl-3-nitro-furo[2,3-b]pyrazine